ClC1=CC=C(OCCN2C(NC3=C2C=C(C=C3)C(=O)OC)=O)C=C1 methyl 3-(2-(4-chlorophenoxy)ethyl)-2-oxo-2,3-dihydro-1H-benzo[d]imidazole-5-carboxylate